COS(=O)(=O)[O-].C(CCCCCCCCCCCCCCCCCCCCC)[N+](C)(C)C Behenyl-trimethylammonium methylsulfate